methyl 5-[(1Z)-[(Z)-cyclopropanecarbonylimino](hydroxyamino)methyl]-3-(ethylsulfanyl)pyridine-2-carboxylate C1(CC1)C(=O)\N=C(\C=1C=C(C(=NC1)C(=O)OC)SCC)/NO